ClC1=NC=CC(=C1)C=1N=C(N(C1)C1=C(C=C(C=C1F)OC)F)NC(C1=CC=C(C=C1)OC(F)F)=O N-[4-(2-Chloropyridin-4-yl)-1-(2,6-difluoro-4-methoxyphenyl)-1H-imidazol-2-yl]-4-(difluoromethoxy)benzamide